N-cyano-N'-(2-(4,5,6,7-tetrahydrobenzimidazol-2-yl)ethyl)-l-N''-(2-((5-methylimidazol-4-yl)methyl-thio)ethyl)guanidine C(#N)NC(=NCCSCC=1N=CNC1C)NCCC=1NC2=C(N1)CCCC2